FC1(CCN(CC1)C1=NC(=CC2=C1CCO2)NC(C2=C(C=C(C=C2)I)N2CCC1(CC1)CC2)=O)F N-(4-(4,4-difluoropiperidin-1-yl)-2,3-dihydrofuro[3,2-c]pyridin-6-yl)-4-iodo-2-(6-azaspiro[2.5]octan-6-yl)benzamide